2,2-difluoro-2-[(6S)-3,8,10-trifluoro-6H,11H-chromeno[4,3-b]indol-6-yl]ethanol FC(CO)([C@H]1OC2=CC(=CC=C2C=2NC3=C(C=C(C=C3C21)F)F)F)F